Cl.NCCS(=O)(=O)NCC1=NC=CC=C1 2-amino-N-(pyridin-2-ylmethyl)ethane-1-sulfonamide hydrochloride